COCC1=C(C(=O)O)C(=CC=C1)N1N=CC=N1 2-(methoxymethyl)-6-(2H-1,2,3-triazol-2-yl)benzoic Acid